(5-((5-fluoro-2'-(1-hydroxypropan-2-yl)-[1,1'-biphenyl]-2-yl)oxy)pyrimidin-4-yl)-2,7-diazaspiro[4.4]nonane-2-carboxylic acid tert-butyl ester C(C)(C)(C)OC(=O)N1C(C2(CC1)CNCC2)C2=NC=NC=C2OC2=C(C=C(C=C2)F)C2=C(C=CC=C2)C(CO)C